ClC1=CC(=C(CO[C@@H]2CC[C@H](CC2)C(=O)O)C=C1)F trans-4-[(4-chloro-2-fluorobenzyl)oxy]cyclohexane-1-carboxylic acid